ClC1=C(C=CC=C1)C1=NC=2N(C(N(C(C2N1C1=CC=C(C=C1)Cl)=O)C[C@H](CO)O)=O)CC1=CC=C(C(=O)N)C=C1 4-[[8-(2-chlorophenyl)-7-(4-chlorophenyl)-1-[(2R)-2,3-dihydroxypropyl]-2,6-dioxopurin-3-yl]methyl]benzamide